1-(5-bromoquinolin-8-yl)ethan-1-ol BrC1=C2C=CC=NC2=C(C=C1)C(C)O